3-(4-bromo-1-oxo-1,3-dihydro-isoindol-2-yl)-2,6-dioxopiperidin-1-ylmethyl 2,2-dimethylpropionate CC(C(=O)OCN1C(C(CCC1=O)N1C(C2=CC=CC(=C2C1)Br)=O)=O)(C)C